piperidinium hydroxide [OH-].[NH2+]1CCCCC1